C(CCC)(=O)O.C1(CCC(N1)=O)=O succinimide butanoate